NC1=C(C=2N(C(=N1)N1CCC3([C@@H](CN(C3)C3=CC=CC=C3)N)CC1)C=CN2)SC2=C(C(=NC=C2)N)Cl (S)-8-(7-amino-8-((2-amino-3-chloropyridin-4-yl)thio)imidazo[1,2-c]pyrimidin-5-yl)-2-phenyl-2,8-diazaspiro[4.5]decan-4-amine